(3S)-N-cyclobutyl-3-{[5-(2,6-dimethoxyphenyl)-1-(2-methylpropyl)-1H-pyrazol-3-yl]formamido}-5-phenylpentanamide C1(CCC1)NC(C[C@H](CCC1=CC=CC=C1)NC(=O)C1=NN(C(=C1)C1=C(C=CC=C1OC)OC)CC(C)C)=O